(R)-1-isobutyl-N-(6-(1-methyl-5-(piperidin-1-ylmethyl)-1H-pyrazol-4-yl)isoquinolin-3-yl)piperidine-3-carboxamide C(C(C)C)N1C[C@@H](CCC1)C(=O)NC=1N=CC2=CC=C(C=C2C1)C=1C=NN(C1CN1CCCCC1)C